3-(((7-(2-aminopyrimidin-4-yl)-2,3-dihydrofuro[3,2-c]pyridin-4-yl)amino)methyl)-N-(5-((1,4-dimethylpiperazin-2-yl)methoxy)pyridin-2-yl)benzamide NC1=NC=CC(=N1)C=1C2=C(C(=NC1)NCC=1C=C(C(=O)NC3=NC=C(C=C3)OCC3N(CCN(C3)C)C)C=CC1)CCO2